ClC1=C(C(=CC=2C3=C(C(NC12)=O)CN([C@H]3C)C(=O)OC(C)(C)C)[N+](=O)[O-])Cl tert-butyl (S)-6,7-dichloro-1-methyl-8-nitro-4-oxo-1,3,4,5-tetrahydro-2H-pyrrolo[3,4-c]quinoline-2-carboxylate